N-(3-(4-bromo-3-methyl-1H-pyrazol-1-yl)phenyl)acrylamide tert-butyl-(1R,5S)-8-(4-(4,4,5,5-tetramethyl-1,3,2-dioxaborolan-2-yl)phenyl)-3,8-diazabicyclo[3.2.1]octane-3-carboxylate C(C)(C)(C)OC(=O)N1C[C@H]2CC[C@@H](C1)N2C2=CC=C(C=C2)B2OC(C(O2)(C)C)(C)C.BrC=2C(=NN(C2)C=2C=C(C=CC2)NC(C=C)=O)C